(2S)-2-[(tert-butoxycarbonyl)amino]-3-(3-vinylphenyl)propionic acid C(C)(C)(C)OC(=O)N[C@H](C(=O)O)CC1=CC(=CC=C1)C=C